C(=O)(OC(C)(C)C)N[C@@H]1CC[C@H](CC1)N trans-N-Boc-1,4-cyclohexane-diamine